C1(=CC=CC=C1)C(N1CCN(CC1)C(=O)C=1SC=CC1)C1=CC=CC=C1 1-(diphenylmethyl)-4-(thiophene-2-carbonyl)piperazine